FC(C(=O)O)(F)F.FC(OC1CC(C1)N)(F)F (1s,3s)-3-(trifluoromethoxy)cyclobutanamine 2,2,2-trifluoroacetate